NC=1C=CC(=NC1C(NC1CCC(CC1)N(C)C)=O)C1=CC=C2C=CC(=C(C2=C1)N(C(OC(C)(C)C)=O)CC(=C)C#N)OC tert-butyl N-[7-[5-amino-6-[[4-(dimethylamino)cyclohexyl] carbamoyl]-2-pyridyl]-2-methoxy-1-naphthyl]-N-(2-cyanoallyl)carbamate